(3R,4R)-4-{[5-(2,4-difluoro-phenyl)-isoxazole-3-carbonyl]-amino}-3-(2-pyridin-2-yl-ethylcarbamoyl)-piperidine-1-carboxylic acid tert-butyl ester C(C)(C)(C)OC(=O)N1C[C@H]([C@@H](CC1)NC(=O)C1=NOC(=C1)C1=C(C=C(C=C1)F)F)C(NCCC1=NC=CC=C1)=O